CN(C)CCCN1NN(CC(C1)CCCN(C)C)CCCN(C)C 1,3,5-tri(dimethylaminopropyl)-hexahydrotriazine